4-nitrobenzoic acid-2,6-d2 [N+](=O)([O-])C=1C=C(C(C(=O)O)=C(C1)[2H])[2H]